C(C)(C)(C)C1=CC(=NO1)NC(NC1=CC=C(C=C1)N1C=NC2=C1C=CC(=C2)OCC(=O)NC2=C1CN(C(C1=CC=C2)=O)C2C(NC(CC2)=O)=O)=O 2-(1-{4-[3-(5-tert-butyl-isoxazol-3-yl)-ureido]-phenyl}-1H-benzimidazol-5-yloxy)-N-[2-(2,6-dioxopiperidin-3-yl)-1-oxo-2,3-dihydro-1H-isoindol-4-yl]-acetamide